C1(CCC1)C=1C=NC(=C(C(=O)OC)C1C)OC=1C(=NC(=CC1)F)C methyl 5-cyclobutyl-2-((6-fluoro-2-methylpyridin-3-yl) oxy)-4-methylnicotinate